5-[(2R)-4-(7-cyano-2,3-dihydro-1H-indole-1-carbonyl)-2-ethylpiperazin-1-yl]-2'-ethoxy-N-(1-methylazetidin-3-yl)-[2,3'-bipyridine]-6-carboxamide C(#N)C=1C=CC=C2CCN(C12)C(=O)N1C[C@H](N(CC1)C=1C=CC(=NC1C(=O)NC1CN(C1)C)C=1C(=NC=CC1)OCC)CC